1-((3R,4S)-4-(3-((4-amino-5-(benzo[d][1,3]dioxol-4-yl)-7-isopropyl-7H-pyrrolo[2,3-d]pyrimidin-6-yl)ethynyl)azetidin-1-yl)-3-hydroxypiperidin-1-yl)prop-2-en-1-one NC=1C2=C(N=CN1)N(C(=C2C2=CC=CC=1OCOC12)C#CC1CN(C1)[C@@H]1[C@@H](CN(CC1)C(C=C)=O)O)C(C)C